OCCN(C(=O)C=1C=NN2C1CN(CC2)C(=O)C=2NC1=CC=CC=C1C2)C N-(2-hydroxyethyl)-5-(1H-indole-2-carbonyl)-N-methyl-4H,5H,6H,7H-pyrazolo[1,5-a]pyrazine-3-carboxamide